(S)-2-(2,3-dimethoxy-1-naphthyl)-6-fluoro-3-methoxybenzaldehyde COC1=C(C2=CC=CC=C2C=C1OC)C1=C(C=O)C(=CC=C1OC)F